(Z)-1-(4-((2,4-dioxothiazolidine-5-ylidene)methyl)phenyl)-3-(4-(trifluoromethoxy)phenyl)urea O=C1S\C(\C(N1)=O)=C/C1=CC=C(C=C1)NC(=O)NC1=CC=C(C=C1)OC(F)(F)F